2-oxo-3-(2,2,2-trifluoroethyl)imidazoline O=C1NCCN1CC(F)(F)F